C(C)(=O)NC=1C(=NC=CC1)C(=O)N 3-acetamidopyridine-2-carboxamide